(S)-6-(3-(5-chloropyridin-3-yl)isoxazolidin-2-yl)-N-(2-methoxy-4-(4-(4-methylpiperazin-1-yl)piperidin-1-yl)phenyl)pyrimidin-4-amine ClC=1C=C(C=NC1)[C@H]1N(OCC1)C1=CC(=NC=N1)NC1=C(C=C(C=C1)N1CCC(CC1)N1CCN(CC1)C)OC